(S)-N-(2-(1-(3-ethoxy-4-methoxyphenyl)-2-(methylsulfonyl)-ethyl)-6-iodo-1,3-dioxoisoindolin-4-yl)acetamide C(C)OC=1C=C(C=CC1OC)[C@@H](CS(=O)(=O)C)N1C(C2=CC(=CC(=C2C1=O)NC(C)=O)I)=O